CC1(C(CC=C1C)CC1OCC(O1)C=O)C 2-[(2,2,3-trimethylcyclopent-3-en-1-yl)methyl]-1,3-dioxolane-4-carbaldehyde